tert-butyl (2S,5S)-9-bromo-2,3-dihydro-2,5-methanopyrido[3,4-f][1,4]thiazepine-4(5H)-carboxylate BrC1=CN=CC=2[C@H]3N(C[C@@H](SC21)C3)C(=O)OC(C)(C)C